NC1=CC=C(C=C1)N1C=CC=C1 l-4-Aminophenyl-1H-pyrrole